C(C)(C)(C)OC(NC(CO)(CO)CO)=O N-(2-hydroxy-1,1-bis(hydroxymethyl)-ethyl)carbamic acid tert-butyl ester